ClC1=NC=C(C(=C1)N1C(C(=C(C=C1C)OC([2H])([2H])C1=NC=C(C=C1F)F)Cl)=O)C 2',3-dichloro-4-((3,5-difluoropyridin-2-yl)methoxy-d2)-5',6-dimethyl-2H-[1,4'-bipyridyl]-2-one